NC=1C(NC(N(N1)C1=CC(=C(C(=C1)Cl)OC1=CNC(C(=C1)N1C(CCC1)=O)=O)Cl)=O)=O 6-amino-2-(3,5-dichloro-4-((6-oxo-5-(2-oxopyrrolidin-1-yl)-1,6-dihydropyridin-3-yl)oxy)phenyl)-1,2,4-triazine-3,5(2h,4h)-dione